(4-(2,6-dichloro-4-hydroxyphenoxy)-3,5-dimethylphenyl)(phenyl)methanone ClC1=C(OC2=C(C=C(C=C2C)C(=O)C2=CC=CC=C2)C)C(=CC(=C1)O)Cl